C(C)C1=NC2=C(C=CC=C2C(=C1C(=O)O)O)OC.C(C)OC(=O)C=1C=NC2=C(C=CC=C2C1O)OC 4-hydroxy-8-methoxyquinoline-3-carboxylic acid Ethyl ester (Ethyl 4-hydroxy-8-methoxyquinoline-3-carboxylate)